C(C1=CC=CC=C1)N1C(=NC=C1C=1OC=CC1)C(=O)C=1OC=CC1 (1-benzyl-5-(furan-2-yl)-1H-imidazol-2-yl)(furan-2-yl)methanone